ONC(=O)C=1C=NC=2CN(CCC2C1)[C@H]1CC2(CCC2)CCC1 (R)-N-hydroxy-7-(spiro[3.5]nonan-6-yl)-5,6,7,8-tetrahydro-1,7-naphthyridine-3-carboxamide